Methyl 4-((tert-butyldiphenylsilyl)oxy)-2-(methylamino)bicyclo[3.1.0]hexane-1-carboxylate [Si](C1=CC=CC=C1)(C1=CC=CC=C1)(C(C)(C)C)OC1CC(C2(CC12)C(=O)OC)NC